Diisononylcyclohexane-1,4-Dicarboxylate C(CCCCCC(C)C)OC(=O)C1CCC(CC1)C(=O)OCCCCCCC(C)C